N1=CC=C(C=C1)C=1C=CC=NC1 4,5-bIpyridin